7-Bromo-5-chloroquinazoline BrC1=CC(=C2C=NC=NC2=C1)Cl